ClC1=NC(=NN2C1=NC=C2CC2=C(C=CC=C2)C(F)(F)F)OC[C@H]2N(CCC2)C (S)-4-chloro-2-((1-methylpyrrolidin-2-yl)methoxy)-7-(2-(trifluoromethyl)benzyl)imidazo[2,1-f][1,2,4]triazine